tert-butyl ((R)-1-(((R)-3-(4-fluorophenoxy)-1-(4,4,5,5-tetramethyl-1,3,2-dioxaborolan-2-yl)propyl)amino)-3-methoxy-1-oxopropan-2-yl)carbamate FC1=CC=C(OCC[C@@H](B2OC(C(O2)(C)C)(C)C)NC([C@@H](COC)NC(OC(C)(C)C)=O)=O)C=C1